4-(aminomethyl)-2,6-dimethoxy-N-(4-methoxybenzo[d]isoxazol-3-yl)benzenesulfonamide hydrochloride Cl.NCC1=CC(=C(C(=C1)OC)S(=O)(=O)NC1=NOC2=C1C(=CC=C2)OC)OC